C(C)N1N=CC2=C(C=C(C(=C12)OC)NC1=C(C(=O)NC([2H])([2H])[2H])C=CC(=N1)NC1=NN(C=C1)C)F ((1-ethyl-4-fluoro-7-methoxy-1H-indazol-6-yl)amino)-N-(methyl-d3)-6-((1-methyl-1H-pyrazol-3-yl)amino)nicotinamide